7-isopropoxy-N-(6-(trifluoromethyl)pyridin-2-yl)imidazo[1,2-a]pyridine-6-carboxamide TFA salt OC(=O)C(F)(F)F.C(C)(C)OC1=CC=2N(C=C1C(=O)NC1=NC(=CC=C1)C(F)(F)F)C=CN2